tert-butyl 3-(6-methoxy-5-(2-methyl-1,3-dioxolan-2-yl)pyridin-3-yl)-4-oxopiperidine-1-carboxylate COC1=C(C=C(C=N1)C1CN(CCC1=O)C(=O)OC(C)(C)C)C1(OCCO1)C